5-(Methoxymethyl)-4-(2-methylpyridin-4-yl)-N-(4-(methylsulfonyl)phenyl)thiazol-2-amine COCC1=C(N=C(S1)NC1=CC=C(C=C1)S(=O)(=O)C)C1=CC(=NC=C1)C